C(C)(C)[Si](OCC(=O)NN)(C(C)C)C(C)C 2-triisopropylsilyloxy-acethydrazide